tert-Butyl 5-(4-((3-chloro-4-(cyclopropylmethoxy)-2-fluorophenyl)amino)pyrido[3,2-d]pyrimidin-6-yl)-2,5-diazabicyclo[2.2.2]octane-2-carboxylate ClC=1C(=C(C=CC1OCC1CC1)NC=1C2=C(N=CN1)C=CC(=N2)N2C1CN(C(C2)CC1)C(=O)OC(C)(C)C)F